Br.OC=1C(=CC2=C(N=C(S2)N2CCNCC2)C1)C(=O)O 5-hydroxy-2-(piperazin-1-yl)benzo[d]thiazole-6-carboxylic acid hydrobromide